ClC1=NN(C=C1CC(=O)NC=1N=CC2=CC(=C(C=C2C1)C1CCN(CC1)C1(COCC1O)C)Cl)C 2-(3-chloro-1-methyl-1H-pyrazol-4-yl)-N-(7-chloro-6-(1-(4-hydroxy-3-methyltetrahydrofuran-3-yl)piperidin-4-yl)isoquinolin-3-yl)acetamide